4-methylpentyl (1-methyl-4-(6-methyl-5-(methylsulfonamido) pyridin-2-yl)-1H-1,2,3-triazol-5-yl)carbamate CN1N=NC(=C1NC(OCCCC(C)C)=O)C1=NC(=C(C=C1)NS(=O)(=O)C)C